S1C(=NC2=C1C=CC=C2)C=2C(=C(C(=C(C2N2C1=CC=C(C=C1C=1C=C(C=CC21)C#N)C#N)N2C1=CC=C(C=C1C=1C=C(C=CC21)C#N)C#N)C2=NC(=NC(=N2)C2=CC=CC=C2)C2=CC=CC=C2)N2C1=CC=C(C=C1C=1C=C(C=CC21)C#N)C#N)N2C1=CC=C(C=C1C=1C=C(C=CC21)C#N)C#N 9,9',9'',9'''-(3-(benzo[d]thiazol-2-yl)-6-(4,6-diphenyl-1,3,5-triazin-2-yl)benzene-1,2,4,5-tetrayl)tetrakis(9H-carbazole-3,6-dicarbonitrile)